C(#N)[C@@H](CC1=NC=C(C=C1)C=1C=CC2=C(N(C(O2)=O)C)C1)NC(=O)[C@H]1OCCCNC1 (S)-N-((R)-1-cyano-2-(5-(3-methyl-2-oxo-2,3-dihydrobenzo[d]oxazol-5-yl)pyridin-2-yl)ethyl)-1,4-oxazepane-2-carboxamide